(S)-N-(7-((3-hydroxyoxetan-3-yl)ethynyl)-5-methyl-4-oxo-2,3,4,5-tetrahydrobenzo[b][1,4]oxazepin-3-yl)-4-((1-methyl-1H-pyrazol-4-yl)oxy)picolinamide OC1(COC1)C#CC1=CC2=C(OC[C@@H](C(N2C)=O)NC(C2=NC=CC(=C2)OC=2C=NN(C2)C)=O)C=C1